4-cyclopropyl-2-methoxy-1H-imidazole C1(CC1)C=1N=C(NC1)OC